O=C1NC(CCC1N1C(C2=CC=CC(=C2C1)NCC=1C=NN(C1)CCC(=O)O)=O)=O 3-[4-[[[2-(2,6-dioxo-3-piperidyl)-1-oxo-isoindolin-4-yl]amino]methyl]pyrazol-1-yl]propanoic acid